ClC1=C(C=C(C=C1)C1=CN(C(C=C1)=O)C(C)C)CC(C(NC1=CC=C(C=C1)N1N=CN=C1)=O)NC(=O)C=1N(N=CC1)C N-[1-[[2-chloro-5-(1-isopropyl-6-oxo-3-pyridyl)phenyl]methyl]-2-oxo-2-[4-(1,2,4-triazol-1-yl)anilino]ethyl]-2-methyl-pyrazole-3-carboxamide